C1NCCC2NN3C(C(N=CC3)=O)=C21 hexahydropyrido[4',3':3,4]pyrazolo[1,5-a]pyrazin-10(7H)-one